rac-(4aR,7aR)-4-tosylhexahydropyrrolo[3,4-b][1,4]oxazin-6(2H)-carbonitrile S(=O)(=O)(C1=CC=C(C)C=C1)N1[C@H]2[C@H](OCC1)CN(C2)C#N |r|